Azetidin-3-ylmethyl-(carboxymethyl)-[5-[[4-[[3-[1-(cyanomethyl)-3-(trifluoromethyl)pyrazol-4-yl]imidazo[1,2-a]pyrazin-8-yl]amino]-2-ethyl-benzoyl]amino]pentyl]-methyl-ammonium formate C(=O)[O-].N1CC(C1)C[N+](C)(CCCCCNC(C1=C(C=C(C=C1)NC=1C=2N(C=CN1)C(=CN2)C=2C(=NN(C2)CC#N)C(F)(F)F)CC)=O)CC(=O)O